FC1CN(C1)S(=O)(=O)NC1=CC(=CC=C1)S(=O)(=O)N1C(=CC(=C1)CNC)C1=C(C=CC=C1)F 3-fluoro-N-(3-{[2-(2-fluorophenyl)-4-[(methylamino)methyl]-1H-pyrrol-1-yl]sulfonyl}phenyl)azetidine-1-sulfonamide